N(=[N+]=[N-])CC(C(=O)NC1=C(C=CC=C1)C#N)(C)[Se]C1=CC=C(C=C1)Br 3-azido-2-((4-bromophenyl)seleno)N-(2-cyanophenyl)-2-methylpropanamide